4-Chloro-2-(4-fluoro-2-methylphenoxy)-5-(trifluoromethyl)benzoyl chloride ClC1=CC(=C(C(=O)Cl)C=C1C(F)(F)F)OC1=C(C=C(C=C1)F)C